(R)-2,2-difluoro-N-(2,2,2-trifluoro-1-(4-fluorophenyl)ethyl)benzo[d][1,3]dioxole-5-sulfonamide FC1(OC2=C(O1)C=CC(=C2)S(=O)(=O)N[C@@H](C(F)(F)F)C2=CC=C(C=C2)F)F